ClC1=NC(=CC(=C1)C(=O)N)N1CCN(CC1)C1=CC=CC=C1 2-chloro-6-(4-phenylpiperazin-1-yl)pyridine-4-carboxamide